ClC=1C=CC=C2CN=C(NC12)SCCCCN1CCCC1 8-chloro-2-((4-(pyrrolidin-1-yl)butyl)thio)-1,4-dihydroquinazoline